COC(CCC(=O)NC1=C(C(=O)OC)C=CC(=C1)Br)=O methyl 2-(4-methoxy-4-oxobutyramido)-4-bromobenzoate